2-(2-fluoro-4-(piperidin-4-yl)phenyl)-N-(tetrahydro-2H-pyran-4-yl)benzo[d]imidazo[2,1-b]thiazole-7-carboxamide FC1=C(C=CC(=C1)C1CCNCC1)C=1N=C2SC3=C(N2C1)C=CC(=C3)C(=O)NC3CCOCC3